[Cl-].C(CCCCCCCCC)[N+](C)(C)CCCCCCCCCC di-n-decyl-dimethyl-ammonium chloride